4-(2-chloro-4-fluorophenyl)-N-(2-ethyl-6-(1-(methylsulfonyl)piperidin-4-yl)imidazo[1,2-a]pyridin-3-yl)-N-methylthiazol-2-amine ClC1=C(C=CC(=C1)F)C=1N=C(SC1)N(C)C1=C(N=C2N1C=C(C=C2)C2CCN(CC2)S(=O)(=O)C)CC